6-[(2,5-difluorobenzyl)oxy]pyridin FC1=C(COC2=CC=CC=N2)C=C(C=C1)F